3-(2-((tetrahydro-2H-pyran-2-yl)oxy)ethoxy)quinoxaline O1C(CCCC1)OCCOC=1C=NC2=CC=CC=C2N1